ClC1=C(N=CN1C)C1=CC=C(C(=C1C=1N=C2N(C=CC(=C2)C(=O)O)C1C#N)F)F 2-(6-(5-chloro-1-methyl-1H-imidazol-4-yl)-2,3-difluorophenyl)-3-cyanoimidazo[1,2-a]pyridine-7-carboxylic acid